N-hydroxybutanimidoyl chloride ON=C(CCC)Cl